COC=1C=C(C=CC1)C1N(CCCC1)C1=CC(=CC(N1)=O)N1[C@@H](COCC1)C 6-[2-(3-methoxyphenyl)-1-piperidyl]-4-[(3R)-3-methylmorpholin-4-yl]-1H-pyridin-2-one